FC=1C=2N(C=C(C1)NC(=O)C=1C=CC(=C3C=CC(=NC13)OC)N1CCC3(CCN3)CC1)C=C(N2)C N-(8-fluoro-2-methylimidazo[1,2-a]pyridin-6-yl)-2-methoxy-5-(1,7-diazaspiro[3.5]nonan-7-yl)quinoline-8-carboxamide